NC1=C2C(=NC=N1)N(N=C2C2=CC=C(C=C2)NC(=O)NC2=CC(=NO2)C(C)(C)C)C2COC2 1-(4-(4-amino-1-(oxetan-3-yl)-1H-pyrazolo[3,4-d]pyrimidin-3-yl)phenyl)-3-(3-(tert-butyl)isoxazol-5-yl)urea